tert-butyl 4-(5-ethyl-2-(2-methoxypyridin-4-yl)-7-oxo-4,7-dihydro-2H-[1,2,3]triazolo[4,5-b]pyridin-6-yl)piperazine-1-carboxylate C(C)C1=C(C(C=2C(N1)=NN(N2)C2=CC(=NC=C2)OC)=O)N2CCN(CC2)C(=O)OC(C)(C)C